tert-butyl 4-((1r,4r)-4-(5-bromo-6-hydroxy-2H-indazol-2-yl)cyclohexyl)piperazine-1-carboxylate BrC1=CC2=CN(N=C2C=C1O)C1CCC(CC1)N1CCN(CC1)C(=O)OC(C)(C)C